N=1C=CN2C1C1=CC=CC=C1CC2 5,6-dihydroimidazo[2,1-a]isoquinoline